FC=1C(=CC=C2C(=NN(C12)C)C1C(NC(CC1)=O)=O)C1CCN(CC1)[C@H](C)C1CCNCC1 3-[7-fluoro-1-methyl-6-[1-[(1R)-1-(4-piperidyl)ethyl]-4-piperidyl]indazol-3-yl]piperidine-2,6-dione